C1(CC1)C1=CN=C2C(=N1)N(N=C2NCC2=NC1=C(N2)C=CC(=C1)SC(F)(F)F)C1CCN(CC1)C 6-cyclopropyl-1-(1-methylpiperidin-4-yl)-N-({5-[(trifluoromethyl)sulfanyl]-1H-benzimidazol-2-yl}methyl)-1H-pyrazolo[3,4-b]pyrazin-3-amine